triaminoethanol NC(CO)(N)N